FC=1C=C(C=CC1F)[C@@H]1[C@H](CN[C@@H](C1)CCCN1CCC(CC1)O)C1=C(SC2=C1C=1N(CCO2)N=CC1)C(=O)N ((3S,4S,6R)-4-(3,4-difluorophenyl)-6-(3-(4-hydroxypiperidin-1-yl)propyl)piperidin-3-yl)-5,6-dihydropyrazolo[1,5-d]thieno[3,2-f][1,4]oxazepine-2-carboxamide